COCCN1C2=C(C=C1CO)C=CS2 (6-(2-methoxyethyl)-6H-thieno[2,3-b]pyrrol-5-yl)methanol